CS(=O)(=O)O.C(C)(C)(C)C1=NC(=C(N1)C1=CC=C2C(=N1)N(C(=N2)C)CC(C)(C)C)C2=CC=CC=C2 5-(2-tert-butyl-5-phenyl-3H-imidazol-4-yl)-3-(2,2-dimethyl-propyl)-2-methyl-3H-imidazo[4,5-b]pyridine methanesulfonate